[I-].CN1CN(C(=C1I)I)C 1,3-dimethyl-4,5-diiodoimidazole iodide salt